COC=1N(C2=C3CCOC3=CC=C2N1)CCNC(C)=O N-[2-(2-methoxy-7,8-dihydro-6-oxa-1,3-diaza-as-indacen-1-yl)ethyl]acetamide